COC=1C=C(C=CC1OC)C1=C(N=C2N1N=C(C=C2N2C[C@@H](CC2)NC(OC2=CC=CC=C2)=O)C)C Phenyl (R)-(1-(3-(3,4-dimethoxyphenyl)-2,6-dimethylimidazo[1,2-b]pyridazin-8-yl)-pyrrolidin-3-yl)carbamate